azolithium N(=N[Li])[Li]